C(C1=CC=CC=C1)N1C([C@](C2=CC=CC=C12)(C)CC(=O)O)=O (R)-2-(1-benzyl-3-methyl-2-oxoindol-3-yl)acetic acid